[7-(4-fluoro-2-isopropoxy-phenyl)-6-(4,5,6,7-tetrahydropyrazolo[1,5-a]pyrazin-2-yl)thieno[3,2-c]pyridin-4-yl] trifluoromethanesulfonate FC(S(=O)(=O)OC1=NC(=C(C2=C1C=CS2)C2=C(C=C(C=C2)F)OC(C)C)C2=NN1C(CNCC1)=C2)(F)F